C(=O)O.COC1=CC2=C(N=C(C=3CN(CCC23)C)NC(C)C)C=C1OCCCN1CCCC1 9-methoxy-3-methyl-N-(propan-2-yl)-8-[3-(pyrrolidin-1-yl)propoxy]-1H,2H,3H,4H-benzo[c]2,7-naphthyridin-5-amine formate